BrC=1C=2N(C(=C(C1)C)C(C)C)N=CN2 2-(8-bromo-6-methyl-[1,2,4]triazolo[1,5-a]pyridin-5-yl)propane